FC(C1=NN=C(O1)C1=CC(=C(C=C1)CN(C(=O)N1CC2(C1)CN(C2)C2CSC2)C2=CC=CC=C2)F)F N-[[4-[5-(difluoromethyl)-1,3,4-oxadiazol-2-yl]-2-fluoro-phenyl]methyl]-N-phenyl-6-(thietan-3-yl)-2,6-diazaspiro[3.3]heptan-2-carboxamide